C(=O)(OC(C)(C)C)NC(C[Se]C#N)CC[Se]C#N N-Boc-1,4-diselenocyanatobutan-2-amine